{5-methyl-3-[6-(trifluoromethyl)pyridin-3-yl]-1,2-oxazol-4-yl}methanol CC1=C(C(=NO1)C=1C=NC(=CC1)C(F)(F)F)CO